resorcin oxide C12(O)C(C(O)=CC=C1)O2